C(C1=CC=CC=C1)N(C1=NC(=CC(=N1)NC(CC1=CC=C(C=C1)C)=O)C1=C(C=CC=C1)C1=NN=NN1C(C1=CC=CC=C1)(C1=CC=CC=C1)C1=CC=CC=C1)CCC(F)(F)F N-(2-(benzyl(3,3,3-trifluoropropyl)amino)-6-(2-(1-trityl-1H-tetrazol-5-yl)phenyl)pyrimidin-4-yl)-2-(p-tolyl)acetamide